4-[1-[(4-chloro-3-fluoro-phenyl)methyl]-2-(trifluoromethyl)indol-4-yl]Piperazine-1-Formic acid tert-butyl ester C(C)(C)(C)OC(=O)N1CCN(CC1)C1=C2C=C(N(C2=CC=C1)CC1=CC(=C(C=C1)Cl)F)C(F)(F)F